benzoimidazole-5-carboxylic acid [2-(2-oxo-pyrrolidin-1-yl)-ethyl]-amide O=C1N(CCC1)CCNC(=O)C1=CC2=C(N=CN2)C=C1